CC=1N=CSC1C1=CC=C(C=C1)CNC(=O)C1NCCC1 N-[[4-(4-methylthiazol-5-yl)phenyl]methyl]pyrrolidine-2-carboxamide